[C@@H]1(CC(C(CC1)C(C)C)OC(COCCOCCOC)=O)C 3,6,9-trioxadecanoic acid-(1r,2s,5r)-3-menthyl ester